Cl.C1CCCC12OCCC(C2)C2=NC=CC=C2CCNCC=2SC=CC2OC 2-(2-(6-Oxaspiro[4.5]decan-9-yl)pyridin-3-yl)-N-((3-methoxythiophen-2-yl)methyl)ethylamine hydrochloride